CCOCCOCCOCCOCCC(=O)O 3,6,9,12-tetraoxapentadecan-15-oic acid